[2,2'-bipyridine]-6,6'-diboronic acid N1=C(C=CC=C1B(O)O)C1=NC(=CC=C1)B(O)O